5-chloro-N-(2-ethyl-6-methoxypyridin-3-yl)-2-((4-fluoro-2-methylphenyl)amino)benzamide ClC=1C=CC(=C(C(=O)NC=2C(=NC(=CC2)OC)CC)C1)NC1=C(C=C(C=C1)F)C